tert-butyl (1S,4S)-5-[4-[[5-(trifluoromethyl)-3-pyridyl]amino]pyrido[3,2-d]pyrimidin-6-yl]-2,5-diazabicyclo[2.2.1]heptane-2-carboxylate FC(C=1C=C(C=NC1)NC=1C2=C(N=CN1)C=CC(=N2)N2[C@@H]1CN([C@H](C2)C1)C(=O)OC(C)(C)C)(F)F